4-(3-(3,4-dichlorophenoxy)phenyl)-1H-1,2,3-triazole ClC=1C=C(OC=2C=C(C=CC2)C=2N=NNC2)C=CC1Cl